amino-7-cyclopropyl-1-(2,6-difluorophenyl)pyrido[2,3-d]pyrimidin-2(1H)-one NC=1C2=C(N(C(N1)=O)C1=C(C=CC=C1F)F)N=C(C=C2)C2CC2